(cyclopropyl(methyl)carbamoyl)piperidine C1(CC1)N(C(=O)N1CCCCC1)C